COC1=C(C=C2CCCC2=C1)S(=O)(=O)NC(=O)C1=NC2=CC=CC(=C2C=C1)N1N=CC=C1 N-((6-methoxy-2,3-dihydro-1H-inden-5-yl)sulfonyl)-5-(1H-pyrazol-1-yl)quinoline-2-carboxamide